((2-fluoro-6-formyl-4-(3-(4-(pyrrolidin-1-yl)phenyl)-1,2,4-thiadiazol-5-yl)phenoxy)carbonyl)glycine FC1=C(OC(=O)NCC(=O)O)C(=CC(=C1)C1=NC(=NS1)C1=CC=C(C=C1)N1CCCC1)C=O